C(#N)C=1N=CN(C1)C[C@H](C(=O)OCC)O ethyl (R)-3-(4-cyano-1H-imidazol-1-yl)-2-hydroxypropionate